(S)-5-Chloro-N-[2-cyclopropyl-3-(4-fluorophenyl)-2-methylpropyl]-4-oxo-3H-pyrimidine ClC=1C(NCN(C1)C[C@](CC1=CC=C(C=C1)F)(C)C1CC1)=O